CC1(CCC(CN1)NC1=NC=C(C(=N1)C=1NC2=CC(=CC=C2C1)C#N)S(=O)(=O)C)C 2-(((6,6-dimethylpiperidin-3-yl)amino)-5-(methylsulfonyl)pyrimidin-4-yl)-1H-indole-6-carbonitrile